C(C1=CC=CC=C1)OC1=C(N2C(C3=C(C=C(C=C13)F)Br)=NC=N2)C(=O)OC Methyl 6-(benzyloxy)-10-bromo-8-fluoro-[1,2,4]triazolo[5,1-a]isoquinoline-5-carboxylate